BrC1=C(C=CC=C1)C=CC1=CC(=CC=C1)C bromo-3'-methylstilbene